ethyl 5-(2-fluorophenyl)-2-oxocyclohexane-1-carboxylate FC1=C(C=CC=C1)C1CCC(C(C1)C(=O)OCC)=O